ClC=1C=C(/C(/NC2=CC=CC=C2)=N\OC(C2=CC=C(C=C2)C(F)(F)F)=O)C=CC1 (E)-3-chloro-N-phenyl-N'-((4-(trifluoromethyl)benzoyl)oxy)benzimidamide